2-(4-(1-((2R,5S)-4-(2-(cyanomethyl)-4-methyl-5-oxo-4,5-dihydro-2H-pyrazolo[4,3-b]pyridin-7-yl)-2,5-diethylpiperazin-1-yl)ethyl)phenyl)acetonitrile C(#N)CN1N=C2C(N(C(C=C2N2C[C@H](N(C[C@@H]2CC)C(C)C2=CC=C(C=C2)CC#N)CC)=O)C)=C1